C1(=CC=CC=C1)C(=[Hf](C1C2=CC(=CC=C2C=2C=CC(=CC12)C(C)(C)C)C(C)(C)C)C1C=CC=C1)C1CCC1 (phenyl)(cyclobutyl)methylene(cyclopentadienyl)(2,7-di-tert-butylfluoren-9-yl)hafnium